(S)-1-(4,6-bis(trifluoromethyl)-pyridin-2-yl)-N-(3-cyanophenyl)-N-methylpyrrolidine-2-carboxamide FC(C1=CC(=NC(=C1)C(F)(F)F)N1[C@@H](CCC1)C(=O)N(C)C1=CC(=CC=C1)C#N)(F)F